C1=C(C=CC=2C3=CC=CC=C3C3=CC=CC=C3C12)C=1C=C(C=CC1)C1=CC(=CC=C1)N1CN=C(N=C1C1=CC=CC=C1)C1=CC=CC=C1 3-[3'-(triphenylen-2-yl)biphenyl-3-yl]-4,6-diphenyl-1,3,5-triazine